Dimethyl 5-hydroxy-2-(4-methoxyphenethyl)pyridine-3,4-dicarboxylate OC=1C(=C(C(=NC1)CCC1=CC=C(C=C1)OC)C(=O)OC)C(=O)OC